C(C1=CC=CC=C1)[C@H]1N(C(OC1)=O)C(CCC=C)=O (R)-4-Benzyl-3-(pent-4-enoyl)oxazolidin-2-one